FC1=C(C=CC=2NC(=NC21)CNC2=NC(=NC=1N2N=CC1C=1C=NN(C1)C(F)F)N1CCOCC1)F N-[(4,5-difluoro-1H-benzimidazol-2-yl)methyl]-8-[1-(difluoromethyl)-1H-pyrazol-4-yl]-2-(morpholin-4-yl)pyrazolo[1,5-a][1,3,5]triazin-4-amine